ClC=1C=CC2=C(CC3(CCN(CC3)CC(O)COC3=C(C=CC=C3)CO)O2)C1 5-chloro-α-[[2-(hydroxymethyl)phenoxy]methyl]-Spiro[benzofuran-2(3H),4'-piperidine]-1'-ethanol